4'-hydroxyflavanone OC1=CC=C(C2OC3=CC=CC=C3C(C2)=O)C=C1